2-(4-fluoro-2,6-diisopropylphenyl)acetamide FC1=CC(=C(C(=C1)C(C)C)CC(=O)N)C(C)C